ClC1=CC=CC2=C1N(C(N2C2CCN(CC2)C)=O)C2=CC=C(C=C2)C[C@@H](C(=O)O)NC(C2=C(C=CC=C2F)Cl)=O (S)-3-(4-(7-chloro-3-(1-methylpiperidin-4-yl)-2-oxo-2,3-dihydro-1H-benzo[d]imidazol-1-yl)phenyl)-2-(2-chloro-6-fluorobenzoylamino)propionic acid